2,4-dichloro-5-formylpyrimidine ClC1=NC=C(C(=N1)Cl)C=O